FC1=C(C=C(C(=C1)B1OC(C(O1)(C)C)(C)C)F)CC=1N(C2=C(N1)C=CC(=C2)C(=O)OC(C)(C)C)CCOC Tert-butyl 2-[[2,5-difluoro-4-(4,4,5,5-tetramethyl-1,3,2-dioxaborolan-2-yl)phenyl]methyl]-3-(2-methoxyethyl)benzimidazole-5-carboxylate